Cl.C(C)OC(=O)C=1C(=C2C(=NC1)NC=C2)N[C@@H]2CNCCC2.C(#N)N2CC(CC2)NC(C2=CN=C(C=C2)N2CCC(CC2)C2=CC=NC=C2)=O N-(1-cyanopyrrolidin-3-yl)-6-(4-(pyridin-4-yl)piperidin-1-yl)nicotinamide ethyl-(S)-4-(piperidin-3-ylamino)-1H-pyrrolo[2,3-b]pyridine-5-carboxylate hydrochloride